6-{8-[(2-cyano-2-methylideneethyl)amino]-7-methoxynaphthalen-2-yl}-N-(1-ethylpiperidin-4-yl)pyridine-2-carboxamide C(#N)C(CNC=1C(=CC=C2C=CC(=CC12)C1=CC=CC(=N1)C(=O)NC1CCN(CC1)CC)OC)=C